CC(CNC(OC(C)(C)C)=O)CNC1=NC=2N(C=C1)N=CC2 Tert-Butyl (2-methyl-3-(pyrazolo[1,5-a]pyrimidin-5-ylamino)propyl)carbamate